2-((2-methoxy-4-(2-oxopyrrolidin-1-yl)phenyl)amino)-4-(neopentylamino)-7H-pyrrolo[2,3-d]pyrimidine-5-carbonitrile COC1=C(C=CC(=C1)N1C(CCC1)=O)NC=1N=C(C2=C(N1)NC=C2C#N)NCC(C)(C)C